BrC1=C2C=3C(=C4C(=NC3C=C1Cl)C1=CC3=C(C(N1C4)=O)COC([C@]3(O)CC)=O)CCC2 (S)-4-bromo-5-chloro-9-ethyl-9-hydroxy-1,2,3,9,12,15-hexahydro-10h,13h-benzo[de]pyrano[3',4':6,7]indolizino[1,2-b]quinoline-10,13-dione